CC=1SC(=CC1S)C 2,5-dimethylthiophene-3-thiol